ClC=1C2=C(N=CN1)N(C=C2)C2(CC2)C 4-chloro-7-(1-methylcyclopropyl)-7H-pyrrolo[2,3-d]pyrimidine